(R)-8-Ethyl-2-methoxy-5,6,7,8-tetrahydroquinolin-8-ol C(C)[C@]1(CCCC=2C=CC(=NC12)OC)O